FC1=C(N=CC2=C1N=C(N=C2N2CC1CCC(C2)N1C(=O)OC(C)(C)C)OCC=O)C1=CC(=CC2=CC=CC=C12)O tert-butyl 3-[8-fluoro-7-(3-hydroxy-1-naphthyl)-2-(2-oxoethoxy)pyrido[4,3-d]pyrimidin-4-yl]-3,8-diazabicyclo[3.2.1]octane-8-carboxylate